(3R)-3-{[2-(4-methylphenyl)[1,2,4]triazolo[1,5-c]quinazolin-5-yl]amino}azepan-2-one tert-Butyl-4-[5-(7-fluoro-2-methylindazol-5-yl)thieno[2,3-c]pyrazol-1-yl]piperidine-1-carboxylate C(C)(C)(C)OC(=O)N1CCC(CC1)N1N=CC2=C1SC(=C2)C2=CC1=CN(N=C1C(=C2)F)C.CC2=CC=C(C=C2)C2=NN1C(=NC=3C=CC=CC3C1=N2)N[C@H]2C(NCCCC2)=O